C1(CC1)C1=NN(C(=C1C(F)(F)F)C(=O)NC1=CC(=NC=C1)C(=O)N)CC1CCC(CC1)(F)F 4-(3-cyclopropyl-1-((4,4-difluorocyclohexyl)methyl)-4-(trifluoromethyl)-1H-pyrazole-5-carboxamido)picolinamide